2-((2S)-1-acryloyl-4-(4-chloro-3-(methyl-d3)-2'-(((S)-1-methylpyrrolidin-2-yl)methoxy)-5',8'-dihydro-6'H-spiro[indene-1,7'-quinazolin]-4'-yl)piperazin-2-yl)acetonitrile C(C=C)(=O)N1[C@H](CN(CC1)C1=NC(=NC=2CC3(CCC12)C=C(C1=C(C=CC=C13)Cl)C([2H])([2H])[2H])OC[C@H]1N(CCC1)C)CC#N